N=1C=NN2C1C=C(C=C2)OC2=C(C(=C(N)C=C2)F)C 4-([1,2,4]triazolo[1,5-a]pyridin-7-yloxy)-2-fluoro-3-meth-ylaniline